CN([C@@H](CC1=C(C=C(C(=O)N)C=C1C)C)CNC(C[C@@H](C1(CC1)C(F)(F)F)C1=CC=CC=C1)=O)C 4-[(2S)-2-(dimethylamino)-3-[(3R)-3-phenyl-3-[1-(trifluoromethyl)cyclopropyl]propanamido]propyl]-3,5-dimethylbenzamide